C(C1=CC=CC=C1)OC[C@@H](CN(C(OC(C)(C)C)=O)CC(O)C1=CC(=NC(=C1)Cl)Br)O t-butyl ((R)-3-(benzyloxy)-2-hydroxypropyl)(2-(2-bromo-6-chloropyridin-4-yl)-2-hydroxyethyl)carbamate